NC=1C2=C(N=CN1)N(C=C2C2=CC=CC=C2)[C@H]2[C@@H]([C@@H]([C@H](C2)CNCCCNCCC2=CC(=CC=C2)OC2=CC=CC=C2)O)O (1R,2S,3R,5R)-3-{4-amino-5-phenylpyrrolo[2,3-d]pyrimidin-7-yl}-5-{[(3-{[2-(3-phenoxyphenyl)ethyl]amino}propyl)amino]methyl}cyclopentane-1,2-diol